NC1=C(C(=NC(=N1)N1C2CC(CC1CC2)CN)C(=O)N)C2=C(C(=CC=C2)Cl)Cl 6-amino-2-[3-(aminomethyl)-8-azabicyclo[3.2.1]oct-8-yl]-5-(2,3-dichlorophenyl)pyrimidine-4-carboxamide